C(C)(=O)N[C@@H]1C(O)O[C@@H]([C@@H]([C@@H]1O)O)CO 2-Acetamido-2-deoxy-D-talopyranose